7,9-Difluoro-1,4,4-trimethyl-8-(6-methyl-1-methylsulfonyl-1H-indol-4-yl)-5H-[1,2,4]triazolo[4,3-a]quinoxaline FC=1C=C2NC(C=3N(C2=C(C1C1=C2C=CN(C2=CC(=C1)C)S(=O)(=O)C)F)C(=NN3)C)(C)C